Cl.ClC=1C2=C(N=CN1)C=NC(=C2)F 4-chloro-6-fluoropyrido[3,4-d]pyrimidine hydrochloride